8-(4-methoxyphenyl)-N,6-dimethylquinazolin-2-amine COC1=CC=C(C=C1)C=1C=C(C=C2C=NC(=NC12)NC)C